C(CCCCCCC)OC(CCC1C(CC(CC1)CCC(=O)OCCCCCCCC)CCC(=O)OCCCCCCCC)=O tri(n-octyl)cyclohexane-1,2,4-tripropionate